4-[(1R)-1-aminoethyl]-2-{6-[(5S)-5-methyl-6,7-dihydro-5H-pyrrolo[2,1-c][1,2,4]triazol-3-yl]pyridin-2-yl}-6-[methyl(propan-2-yl)amino]-2,3-dihydro-1H-pyrrolo[3,4-c]pyridin-1-one N[C@H](C)C1=NC(=CC2=C1CN(C2=O)C2=NC(=CC=C2)C=2N1C(=NN2)CC[C@@H]1C)N(C(C)C)C